COC(CN1C2=CC(=CC=C2C=2C=CN=C(C12)C)OC)=O 2-(7-Methoxy-1-methyl-β-carbolin-9-yl)acetic acid methyl ester